ClC=1C=CC=C2C=C(NC12)C(=O)N1CC2(CC1C(=O)N[C@H](C(=O)OC)C[C@H]1C(NCCC1)=O)CCCCC2 methyl (2S)-2-[[2-(7-chloro-1H-indole-2-carbonyl)-2-azaspiro[4.5]decane-3-carbonyl]amino]-3-[(3S)-2-oxo-3-piperidyl]propanoate